CC1(NC2=CC=C(C=C2C1)C1=C(C2=C(CCC1)C=C(C=C2)O)C=2C=NC(=CC2)O[C@@H]2CN(CC2)CCCF)C 6-(2,2-Dimethylindolin-5-yl)-5-[6-[(3S)-1-(3-fluoropropyl)pyrrolidin-3-yl]oxy-3-pyridyl]-8,9-dihydro-7H-benzo[7]annulen-2-ol